C(C1=CC=CC=C1)OC1=C(C=C2C(=CN(C2=C1)C)CN(C)C)F [6-(benzyloxy)-5-fluoro-1-methyl-1H-indol-3-yl]Methyl-dimethyl-amine